2-((4-(3-((4-Chloro-2-fluorobenzyl)oxy)phenyl)-3,6-dihydropyridin-1(2H)-yl)methyl)-4-(difluoromethoxy)-1-methyl-1H-benzo[d]imidazole-6-carboxylic acid ClC1=CC(=C(COC=2C=C(C=CC2)C=2CCN(CC2)CC2=NC3=C(N2C)C=C(C=C3OC(F)F)C(=O)O)C=C1)F